CC12C=CC(CC1)(CC2)C(=O)O 4-methyl-bicyclo[2.2.2]oct-2-ene-1-carboxylic acid